C(CCCC)(=O)OOC(C)(C)C tertiary butyl peroxyvalerate